(S)-3-(2-Hydroxy-1-(3-methoxyphenyl)ethyl)-7-(5-(trifluoromethyl)-1H-pyrazol-4-yl)-2,3-dihydroquinazolin-4(1H)-one OC[C@H](C1=CC(=CC=C1)OC)N1CNC2=CC(=CC=C2C1=O)C=1C=NNC1C(F)(F)F